C1=C(C=CC2=CC(=CC=C12)C(=O)[O-])C(=O)[O-] Naphthalin-2,6-dicarboxylat